O=C1N(C(C=C1)=O)CCN(C(CCC(=O)OC1=C(C(=C(C(=C1F)F)F)F)F)=O)CCN1C(C=CC1=O)=O perfluorophenyl 4-(bis(2-(2,5-dioxo-2,5-dihydro-1H-pyrrol-1-yl) ethyl) amino)-4-oxobutanoate